C(C1=CC=CC=C1)OC=1C=C(C=CC1C1(OCCO1)C)CC(C(C)C)N 1-(3-(benzyloxy)-4-(2-methyl-1,3-dioxolan-2-yl)phenyl)-3-methyl-2-butanamine